N1CN2CC=NC=3C=C(C=C1C23)C(=O)N dihydro-4H-imidazo[1,5,4-de]quinoxaline-8-carboxamide